C(C)(C)N1N=CC(=C1)C1=CC(=NC=C1)N(C(=O)[C@@H]1CC[C@H](CC1)NC(OC1CCOCC1)=O)CC12CCC(CC1)(CC2)C2=CC(=C(C=C2)OC)C (trans)-Tetrahydro-2H-pyran-4-yl (4-((4-(1-isopropyl-1H-pyrazol-4-yl)pyridin-2-yl)((4-(4-methoxy-3-methylphenyl)bicyclo[2.2.2]octan-1-yl)methyl)carbamoyl)cyclohexyl)carbamate